2-[[[3-ethylsulfonyl-6-(trifluoromethyl)pyrazolo[1,5-a]pyridin-2-yl]amino]methyl]-5-(trifluoromethyl)pyridine-3-carboxylic acid C(C)S(=O)(=O)C=1C(=NN2C1C=CC(=C2)C(F)(F)F)NCC2=NC=C(C=C2C(=O)O)C(F)(F)F